ammonium allyloxynonylphenoxypropanol (E)-9-Dodecenyl-acetate C(CCCCCCC\C=C\CC)CC(=O)OC(CC)(OC1=CC=CC=C1)CCCCCCCCCOCC=C.[NH4+]